C(C1=CC=CC=C1)OC=1C=C(CN2N=CC(=C2)B2OC(C(O2)(C)C)(C)C)C=CC1 1-(3-(benzyloxy)benzyl)-4-(4,4,5,5-tetramethyl-1,3,2-dioxaborolan-2-yl)-1H-pyrazole